C(C)(=O)NCC(C)C=1C(=C(C(=C2C=NNC12)C=1N=CC=2N(C1)C=C(N2)NC(=O)[C@H]2[C@H](C2)F)C(F)(F)F)F (1s,2s)-N-(6-(7-(1-acetamidopropane-2-yl)-6-fluoro-5-(trifluoromethyl)-1H-indazol-4-yl)imidazo[1,2-a]pyrazin-2-yl)-2-fluorocyclopropane-1-carboxamide